N[C@H](C=1N=C2N(N=CC(=C2)[C@@H](COC)N2C(N[C@@H](C2)C(F)(F)F)=O)C1)C1CCC(CC1)(F)F (4S)-1-[(1S)-1-[2-[(S)-amino-(4,4-difluorocyclohexyl)methyl]imidazo[1,2-b]pyridazin-7-yl]-2-methoxy-ethyl]-4-(trifluoromethyl)imidazolidin-2-one